FC1=CC=C(C(=N1)C)OC=1N=NC(=C(C1C(=O)NC1=CC(=CC=C1)[S@@](=O)N(C([C@@H](C)O)=O)C)C)C(F)(F)F 3-((6-fluoro-2-methylpyridin-3-yl)oxy)-N-(3-((R)-N-((R)-2-hydroxypropionyl)-S-methylaminosulfinyl)phenyl)-5-methyl-6-(trifluoromethyl)pyridazine-4-carboxamide